C(C)(=O)O[C@@]1([C@@H](O[C@@H]([C@]1(O)Br)C(O)OC(C)=O)N1C=NC=2C(N)=NC=NC12)O 2',5'-diacetoxy-3'-bromoadenosine